[Fe+2].S(=O)(=O)([O-])[O-].[Co+2].S(=O)(=O)([O-])[O-] cobalt sulphate iron